FC1([C@@H]([C@H](CCC1)N1CCC(CC1)N1CCCC1)N)F (1R,6S)-2,2-difluoro-6-[4-(pyrrolidin-1-yl)piperidin-1-yl]cyclohexan-1-amine